C(C)OC(\C=C\C1CN(C1)C1=C(C=C(C=C1F)[N+](=O)[O-])F)=O (E)-3-[1-(2,6-difluoro-4-nitro-phenyl)azetidin-3-yl]2-propenoic acid ethyl ester